BrC1=CC(=NC=C1)C(C)(C)O 2-(4-bromopyridin-2-yl)propan-2-ol